cis-4-(((8-Methyl-4-oxo-3,4-dihydroquinazolin-2-yl)methyl)thio)cyclohexane-1-carboxamide CC=1C=CC=C2C(NC(=NC12)CS[C@H]1CC[C@H](CC1)C(=O)N)=O